2-(6-bromo-1-(3,3,3-trifluoropropyl)-1H-indol-3-yl)-2-oxoacetic acid BrC1=CC=C2C(=CN(C2=C1)CCC(F)(F)F)C(C(=O)O)=O